3-(1,1-difluoro-2-(4-hydroxypiperidin-1-yl)-2-oxoethyl)-N-(4-fluoro-3-methylphenyl)-4-methoxybenzamide FC(C(=O)N1CCC(CC1)O)(F)C=1C=C(C(=O)NC2=CC(=C(C=C2)F)C)C=CC1OC